BrC1=CC=C(C=C1)N1CCC(CC1)C(OCCCC)OCCCC 1-(4-Bromophenyl)-4-(dibutoxymethyl)piperidine